N1N=CC2=CC=C(C=C12)CN(C(C(=O)NC=1C2=C(C(=NC1)N)COC2)=O)C(C)C2=NC=CC=C2F N1-((1H-indazol-6-yl)methyl)-N2-(4-amino-1,3-dihydrofuro[3,4-c]pyridin-7-yl)-N1-(1-(3-fluoropyridin-2-yl)ethyl)oxalamide